3-[[4-[2-(2-amino-3-pyridyl)-5-phenyl-imidazo[4,5-b]pyridin-3-yl]phenyl]carbamoyl]benzoic acid NC1=NC=CC=C1C1=NC=2C(=NC(=CC2)C2=CC=CC=C2)N1C1=CC=C(C=C1)NC(=O)C=1C=C(C(=O)O)C=CC1